N1=CNC2=NC=CC(=C21)C=2C=NN(C2)C2=NC=C(CN1CC(C1)C#N)C=C2 1-(6-(4-(3H-imidazo[4,5-b]pyridin-7-yl)-1H-pyrazol-1-yl)nicotinyl)azetidine-3-carbonitrile